2-chloro-4-methylsulfanyl-5,6-dihydrofuro[2,3-d]pyrimidine ClC=1N=C(C2=C(N1)OCC2)SC